2-(5-Fluoro-6-methoxypyridin-3-yl)acetaldehyde FC=1C=C(C=NC1OC)CC=O